N-(5-((4-(1H-benzo[d][1,2,3]triazol-1-yl)-1,3,5-triazin-2-yl)amino)-2-((2-(dimethylamino)ethyl)(methyl)amino)-4-methoxyphenyl)acrylamide N1(N=NC2=C1C=CC=C2)C2=NC(=NC=N2)NC=2C(=CC(=C(C2)NC(C=C)=O)N(C)CCN(C)C)OC